1-chloro-3,3,3-trifluoropropyne ClC#CC(F)(F)F